BrC1=C(SC=2C1=NC(=CC2N(C(OC(C)(C)C)=O)CC=2SC=CC2)Cl)C2C(CCCCC2)[N+](=O)[O-] tert-butyl (3-bromo-5-chloro-2-(2-nitrocycloheptyl)thieno[3,2-b]pyridin-7-yl)(thiophen-2-ylmethyl)carbamate